(2e,4e,6e,10e)-3,7,11,15-tetramethyl-hexadecane CC(CC)CCCC(CCCC(CCCC(C)C)C)C